5,8,8-trimethyl-9,10-dihydro-7H-benzo[b][1,8]naphthyridin-6-one CC1=C2C(NC=3N=CC=CC13)CC(CC2=O)(C)C